1,2-bis(4-((2-ethylhexyl)oxy)phenyl)ethane-1,2-dione C(C)C(COC1=CC=C(C=C1)C(C(=O)C1=CC=C(C=C1)OCC(CCCC)CC)=O)CCCC